C(#N)C=1C=C(C=C2CC(CC12)C=O)OC1CN(C1)C(=O)OC(C)(C)C tert-Butyl 3-[(7-cyano-2-formyl-2,3-dihydro-1H-inden-5-yl)oxy]azetidine-1-carboxylate